6-chloro-N-(3-fluoro-5-methylpyridin-2-yl)-1H-indole-3-sulfonamide ClC1=CC=C2C(=CNC2=C1)S(=O)(=O)NC1=NC=C(C=C1F)C